S1C(=NC2=C1C=CC=C2)NC(=O)C=2C=CC=C1CCN(CC21)C2=CC=C(C(=N2)C(=O)OC(C)(C)C)C=2C(=C(OCC[C@@H](C)C1CCN(CC1)CC(=O)O)C=CC2)C 2-[4-[(1R)-3-[3-[6-[8-(1,3-benzothiazol-2-ylcarbamoyl)-3,4-dihydro-1H-isoquinolin-2-yl]-2-tert-butoxycarbonyl-3-pyridyl]-2-methyl-phenoxy]-1-methyl-propyl]-1-piperidyl]acetic acid